FC=1C(=NC=CC1C#CC=1C=C2C(=NC1)NN=C2)NS(=O)(=O)C=2C(=NC=C(C2)Cl)OC N-[3-fluoro-4-(2-{1H-pyrazolo[3,4-b]pyridin-5-yl}ethynyl)pyridin-2-yl]-5-chloro-2-methoxypyridine-3-sulfonamide